1-(4-{6-chloro-2-[(1-cyclopropyl-5-methyl-1H-pyrazol-4-yl)amino]quinazolin-7-yl}piperidin-1-yl)-3-(morpholin-4-yl)propan-2-ol ClC=1C=C2C=NC(=NC2=CC1C1CCN(CC1)CC(CN1CCOCC1)O)NC=1C=NN(C1C)C1CC1